N[C@H](CNC1=NC(=C2C(=N1)N(N=C2)C)NCC2=CC(=C(C=C2)C)Cl)C 6-N-[(2S)-2-aminopropyl]-4-N-[(3-chloro-4-methylphenyl)methyl]-1-methylpyrazolo[3,4-d]pyrimidine-4,6-diamine